imidazol-1-yl-[6-[3-(2-methoxy-3-pyridyl)pyrazolo[1,5-a]pyrimidin-5-yl]-2,6-diazaspiro[3.3]hept-2-yl]methanone N1(C=NC=C1)C(=O)N1CC2(C1)CN(C2)C2=NC=1N(C=C2)N=CC1C=1C(=NC=CC1)OC